(1aR,5aR)-2-(2,4-Difluorophenyl)-1a,2,5,5a-tetrahydro-1H-2,3-diaza-cyclopropa[a]pentalene-4-carboxylic acid [1-(2-methoxy-ethyl)-azetidin-3-yl]-amide COCCN1CC(C1)NC(=O)C=1C=2C[C@@H]3[C@H](C2N(N1)C1=C(C=C(C=C1)F)F)C3